2-[4-[3-[1-(5-chloropyrimidin-2-yl)-4-piperidyl]propoxy]-2-fluoro-phenyl]-1-[3-[[rac-(3R,5S)-3,4,5-trihydroxy-1-piperidyl]methyl]azetidin-1-yl]ethanone ClC=1C=NC(=NC1)N1CCC(CC1)CCCOC1=CC(=C(C=C1)CC(=O)N1CC(C1)CN1C[C@H](C([C@H](C1)O)O)O)F |r|